6-(3-((1s,3s)-3-methyl-1-(4-methyl-4H-1,2,4-triazol-3-yl)cyclobutyl)phenyl)-7-oxo-4-(trifluoromethyl)-6,7-dihydro-1H-pyrrolo[2,3-c]pyridine-2-carbaldehyde CC1CC(C1)(C1=NN=CN1C)C=1C=C(C=CC1)N1C(C2=C(C(=C1)C(F)(F)F)C=C(N2)C=O)=O